ClC1=NC=2C(CN(CC2C=C1)C(=O)OC(C)(C)C)C tert-butyl 2-chloro-8-methyl-7,8-dihydro-5H-1,6-naphthyridine-6-carboxylate